methyl 1-methyl-4-((3-((4-(trifluoromethyl)phenyl)carbamoyl)-1H-pyrrol-1-yl)sulfonyl)-1H-pyrrole-2-carboxylate CN1C(=CC(=C1)S(=O)(=O)N1C=C(C=C1)C(NC1=CC=C(C=C1)C(F)(F)F)=O)C(=O)OC